C1(=CC=CC2=CC=CC=C12)[Si](OC)(OC)C1=CC=CC2=CC=CC=C12 Di(1-naphthyl)dimethoxysilane